(R)-1-(2-(pyrimidin-4-yl)nicotinoyl)-4-(1-(2,4,6-trifluorophenyl)ethyl)piperidine-4-carbonitrile N1=CN=C(C=C1)C1=C(C(=O)N2CCC(CC2)(C#N)[C@@H](C)C2=C(C=C(C=C2F)F)F)C=CC=N1